(2,6-difluorophenyl)-2H-1,2,3-triazole-4-carboxylic acid FC1=C(C(=CC=C1)F)N1N=CC(=N1)C(=O)O